[Si](C)(C)(C(C)(C)C)OCC#CC(CNC1=NC2=CC=C(C=C2C(N1CC=1C=NN(C1)C)=O)S(=O)(=O)NC1(CC1)C)O 2-({5-[(tert-butyldimethylsilyl)oxy]-2-hydroxypent-3-yn-1-yl}amino)-N-(1-methylcyclopropyl)-3-[(1-methylpyrazol-4-yl)methyl]-4-oxoquinazoline-6-sulfonamide